(R)-N-((3-chloro-5-fluoropyridin-2-yl)methyl)-4-(5-(5-fluoro-2-((R)-1-hydroxyethyl)pyridin-4-yl)-1H-pyrazole-3-carbonyl)-4-azaspiro[2.5]Octane-7-carboxamide ClC=1C(=NC=C(C1)F)CNC(=O)[C@@H]1CCN(C2(CC2)C1)C(=O)C1=NNC(=C1)C1=CC(=NC=C1F)[C@@H](C)O